C(C=C)(=O)N1[C@H](CN(CC1)C=1C2=C(N=C(N1)OC[C@H]1N(CCC1)C)CN(C2)C2=CC=CC1=CC=CC(=C21)Cl)CC#N 2-((S)-1-propenoyl-4-(6-(8-chloronaphthalen-1-yl)-2-(((S)-1-methylpyrrolidin-2-yl)methoxy)-6,7-dihydro-5H-pyrrolo[3,4-d]pyrimidin-4-yl)piperazin-2-yl)acetonitrile